(2-((2-((3-chloro-2-fluorobenzyl)amino)-2-oxoethyl)(isopropyl)amino)-2-oxoethyl)-5-(pyrimidin-5-yl)-1H-indole-3-carboxamide ClC=1C(=C(CNC(CN(C(CN2C=C(C3=CC(=CC=C23)C=2C=NC=NC2)C(=O)N)=O)C(C)C)=O)C=CC1)F